C(C)OC(=O)C=1C=NC(=CC1)CC ethyl-6-ethylpyridine-3-carboxylate